rhodium-erbium [Er].[Rh]